6-(6,7-dimethoxy-3-oxo-1,3-dihydronaphtho[2,3-c]furan-4-yl)benzo[d][1,3]dioxol-5-yl L-prolinate N1[C@@H](CCC1)C(=O)OC1=CC2=C(OCO2)C=C1C1=C2C=C(C(=CC2=CC=2COC(C21)=O)OC)OC